3-(methyl-mercapto)benzaldehyde CSC=1C=C(C=O)C=CC1